4-Chloro-6-(methyl-d3)nicotinate ClC1=CC(=NC=C1C(=O)[O-])C([2H])([2H])[2H]